O=C1OC(C2=CC(=CC=C12)OC1=CC=CC=C1)P(OC)(OC)=O Dimethyl 3-oxo-6-phenoxy-1,3-dihydroisobenzofuran-1-ylphosphonate